2-[(2-methyl-3,4-dihydro-1H-isoquinolin-7-yl)amino]-4-[[6-(2-oxopyrrolidin-1-yl)-2-pyridyl]amino]pyrimidine-5-carbonitrile CN1CC2=CC(=CC=C2CC1)NC1=NC=C(C(=N1)NC1=NC(=CC=C1)N1C(CCC1)=O)C#N